2-Phenylethynyl-5-methylbenzamide C1(=CC=CC=C1)C#CC1=C(C(=O)N)C=C(C=C1)C